ethyl 2-bromo-2-(5-(2,2-dimethyltetrahydrofuran-3-yl)-3-fluoro-2-methoxyphenyl)acetate BrC(C(=O)OCC)C1=C(C(=CC(=C1)C1C(OCC1)(C)C)F)OC